N-(4-bromophenyl)-3,3,3-trifluoropropionamide BrC1=CC=C(C=C1)NC(CC(F)(F)F)=O